N-(3-(2-hydroxypropyl)-1,2,4-thiadiazol-5-yl)-4-(3-cyanophenyl)furan-2-carboxamide OC(CC1=NSC(=N1)NC(=O)C=1OC=C(C1)C1=CC(=CC=C1)C#N)C